C(#N)C1=C(C=CC=C1)[C@@H]([C@@H](C)C=1N(C(C(=C(N1)C(=O)NC=1C=NOC1)O)=O)C)C=1C=NN(C1)C(C)C 2-((1R,2R)-1-(2-cyanophenyl)-1-(1-isopropyl-1H-pyrazol-4-yl)propan-2-yl)-5-hydroxy-N-(isoxazol-4-yl)-1-methyl-6-oxo-1,6-dihydropyrimidine-4-carboxamide